4-(2-isopropyl-1,2,3,4-tetrahydroisoquinolin-6-yl)-1H-1,2,3-triazole-5-carboxylic acid 2,2,2-trifluoroacetate FC(C(=O)O)(F)F.C(C)(C)N1CC2=CC=C(C=C2CC1)C=1N=NNC1C(=O)O